O[C@@H]1CN(C(C=2N(C1)N=C1C2CN([C@@H](C1)C)C(=O)OC(C)(C)C)=O)C tert-Butyl (3R,8R)-8-hydroxy-3,10-dimethyl-11-oxo-1,3,4,7,8,9,10,11-octahydro-2H-pyrido-[4',3':3,4]pyrazolo[1,5-a][1,4]diazepine-2-carboxylate